OCC[N+](CC(=O)[O-])(C)CCO.FC1([C@@H]([C@@H](N(C1)C(=O)C1OCC1)CC=1C=C(C=CC1)C1=CC(=CC=C1)F)NS(=O)(=O)C1CC1)F N-[(2S,3R)-4,4-difluoro-2-[(3'-fluoro[1,1'-biphenyl]-3-yl)methyl]-1-(oxetane-2-carbonyl)pyrrolidin-3-yl]cyclopropanesulfonamide 2-(bis(2-hydroxyethyl)-(methyl)ammonio)acetate